3,4,5-tri-hydroxybenzamide OC=1C=C(C(=O)N)C=C(C1O)O